cyclohexylphosphonic acid C1(CCCCC1)P(O)(O)=O